1-N,5-N-bis(diphenylmethylene)isoquinoline-1,5-diamine C1(=CC=CC=C1)C(=NC1=NC=CC=2C(=CC=CC12)N=C(C1=CC=CC=C1)C1=CC=CC=C1)C1=CC=CC=C1